N-butyl-5-(4-morpholinopiperidin-1-yl)-1H-benzo[d]imidazole-1-carboxamide C(CCC)NC(=O)N1C=NC2=C1C=CC(=C2)N2CCC(CC2)N2CCOCC2